C(C)(C)(C)OC(=O)N1C(CCCCC1)C1=C(C=CC=C1)CNC1=C(NC=C1)C(=O)OCC (2-(((2-(ethoxycarbonyl)-1H-pyrrol-3-yl)amino)methyl)phenyl)azepan-1-carboxylic acid tert-butyl ester